2-((2-(Azetidin-1-ylmethyl)benzyl)(tert-butoxycarbonyl)amino)acetic acid N1(CCC1)CC1=C(CN(CC(=O)O)C(=O)OC(C)(C)C)C=CC=C1